ethylbutyl-aluminum phosphite P([O-])([O-])[O-].C(C)[Al+3]CCCC